(R)-N-((1-(1-(benzo[b]thiophen-3-yl)-4-(hydroxyamino)-4-oxobutan-2-yl)-1H-1,2,3-triazol-4-yl)methyl)-4-fluorobenzamide S1C2=C(C(=C1)C[C@H](CC(=O)NO)N1N=NC(=C1)CNC(C1=CC=C(C=C1)F)=O)C=CC=C2